2-nitrobenzene-1-carboxaldehyde [N+](=O)([O-])C1=C(C=CC=C1)C=O